FC1=C(C=CC(=C1)OC)C1=NOC(=C1)NC1=NC(=NC=C1)N1CC(OCC1)C(F)(F)F 3-(2-fluoro-4-methoxyphenyl)-N-(2-(2-(trifluoromethyl)morpholino)pyrimidin-4-yl)isoxazol-5-amine